N-methyl-1-(3-methyl-5,6-dihydro-4H-cyclopenta[b]thiophen-6-yl)methanamine CNCC1CCC2=C1SC=C2C